(R)-5-(3-aminopiperidin-1-yl)-N-(2-bromo-4-morpholinophenyl)pyrazolo[1,5-a]pyrimidine-3-carboxamide N[C@H]1CN(CCC1)C1=NC=2N(C=C1)N=CC2C(=O)NC2=C(C=C(C=C2)N2CCOCC2)Br